FC1(CCC(CC1)N1C(C=2C=NC(=CC2C1)OCC=1C(=NOC1C)C=1C=NC(=CC1)C)=O)F 2-(4,4-difluorocyclohexyl)-6-((5-methyl-3-(6-methylpyridin-3-yl)isoOxazol-4-yl)methoxy)-1H-pyrrolo[3,4-c]Pyridin-3(2H)-one